C1=C(C=CC2=CC3=CC=CC=C3C=C12)C(=O)NCC(=O)N1CC2(OCCO2)C[C@H]1C(=O)O (S)-7-((anthracene-2-carbonyl)glycyl)-1,4-dioxa-7-azaspiro[4.4]nonane-8-carboxylic acid